ClC=1C=NN2C1N=C(N=C2NC2CCC(CC2)N2CCN(CC2)C)C2=C(C=CC=C2F)F 8-chloro-2-(2,6-difluorophenyl)-N-((1s,4s)-4-(4-methylpiperazin-1-yl)cyclohexyl)pyrazolo[1,5-a][1,3,5]triazin-4-amine